(S)-N-(((S)-3-methyl-1,2,3,5,6,7-hexahydro-s-indacen-4-yl)carbamoyl)-6,7-dihydro-5H-pyrazolo[5,1-b][1,3]oxazine-3-sulfonimidamide C[C@H]1CCC2=CC=3CCCC3C(=C12)NC(=O)N[S@@](=O)(=N)C=1C=NN2C1OCCC2